Cl.OC1CC(C1)N 3-hydroxycyclobutylamine hydrochloride